BrC1=C2CCCN(C2=CN=C1)C1=NC2=C(C=3C=CC(=CC13)F)N(N=N2)C 5-(5-bromo-3,4-dihydro-1,7-naphthyridin-1(2H)-yl)-7-fluoro-1-methyl-1H-[1,2,3]triazolo[4,5-c]isoquinoline